tert-butyl 9-(2-ethoxy-2-oxoethylidene)-3-azaspiro[5.5]undecane-3-carboxylate C(C)OC(C=C1CCC2(CCN(CC2)C(=O)OC(C)(C)C)CC1)=O